C(=O)C1=C(C=C2CCCN(C2=N1)C(=O)N)CN(C(=O)[C@@H]1OCCC1)C 7-formyl-6-(((R)-N-methyltetrahydrofuran-2-carboxamido)methyl)-3,4-dihydro-1,8-naphthyridin-1(2H)-carboxamide